C(C)(C)C=1C=C(SC1)B1OC(C(O1)(C)C)(C)C 2-(4-isopropylthiophen-2-yl)-4,4,5,5-tetramethyl-1,3,2-dioxaborolane